BrC=1C(=C(C=CC1C)C1=CC=C(C=C1)C)Br dibromo-4,4'-dimethylbiphenyl